2-fluoro-4-(4-methylthiazol-2-yl)benzoyl chloride FC1=C(C(=O)Cl)C=CC(=C1)C=1SC=C(N1)C